N=1N(N=CC1)C1=C(C=C(C=N1)NC(=O)C1=C(C=C(C=C1)C1=C(C=CC=C1)O)C#N)C(F)(F)F N-(6-(2H-1,2,3-triazol-2-yl)-5-(trifluoromethyl)pyridin-3-yl)-3-cyano-2'-hydroxyl-[1,1'-biphenyl]-4-carboxamide